NC1=NC=C(C=C1C=1C=C2CCNC(C2=C(C1F)F)=O)C1=CC=C(C=C1)N1CCN(CC1)C 6-(2-amino-5-(4-(4-methylpiperazin-1-yl)phenyl)pyridin-3-yl)-7,8-difluoro-3,4-dihydroisoquinolin-1(2H)-one